diphenylguanidine HBr salt Br.C1(=CC=CC=C1)NC(NC1=CC=CC=C1)=N